9-(4-Trifluoromethyl-phenyl)-9H-b-carboline-6-carboxylic acid FC(C1=CC=C(C=C1)N1C2=CC=C(C=C2C=2C=CN=CC12)C(=O)O)(F)F